C1(CCC1)OC1=CC=CC(=N1)C1=CC=C(C=C1)C(CCCC(=O)O)(F)F 5-[4-(6-Cyclobutoxy-pyridin-2-yl)-phenyl]-5,5-difluoro-pentanoic acid